2-(4-(cyclopropylmethylsulfonyl)phenyl)acetic acid C1(CC1)CS(=O)(=O)C1=CC=C(C=C1)CC(=O)O